CNCC=1C=NC=CC1 N-methyl-1-(3-pyridinyl)methylamine